Cl.C(C1=CC=CC=C1)N(C(C)=O)C1CCC(CC1)C[C@H]1N[C@H](CC1)[C@H](O)C1=CC(=CC=C1)F N-benzyl-N-((1R,4s)-4-(((2S,5R)-5-((R)-(3-fluorophenyl)(hydroxy)-methyl)pyrrolidin-2-yl)methyl)cyclohexyl)acetamide hydrochloride